6-(4-(tert-butyl)-1H-1,2,3-triazole-1-carbonyl)-L-lysine C(C)(C)(C)C=1N=NN(C1)C(=O)C(CCC[C@H](N)C(=O)O)N